O[C@@H](CN(CCNC(=O)C=1C=CC2=C(N(C=[N+]2CC)CC)C1)C[C@@H]([C@H]([C@@H]([C@@H](CO)O)O)O)O)[C@H]([C@@H]([C@@H](CO)O)O)O 6-[(2-{bis[(2S,3R,4R,5R)-2,3,4,5,6-pentahydroxyhexyl]amino}ethyl)carbamoyl]-1,3-diethyl-1H-1,3-benzodiazol-3-ium